The molecule is a 3-sn-phosphatidyl-L-serine in which the phosphatidyl acyl groups at positions 1 and 2 are specified as oleoyl and arachidonoyl respectively. It derives from an oleic acid and an arachidonic acid. It is a conjugate acid of a 1-oleoyl-2-arachidonoyl-sn-glycero-3-phospho-L-serine(1-). CCCCCCCC/C=C\\CCCCCCCC(=O)OC[C@H](COP(=O)(O)OC[C@@H](C(=O)O)N)OC(=O)CCC/C=C\\C/C=C\\C/C=C\\C/C=C\\CCCCC